7-bromo-5-methoxy-3,4-dihydronaphthalen-1(2H)-one BrC1=CC(=C2CCCC(C2=C1)=O)OC